O1C(=CC=C1)C(=O)NC=1C=C2C(=CNC2=CC1)C1CCN(CC1)C(C)CCC 5-(2-furoyl)amino-3-(1-(2-pentyl)piperidin-4-yl)-1H-indole